methyl (2S)-3-[(3S)-2-oxo-3-piperidyl]-2-[[(2S,4S)-4-phenylpyrrolidine-2-carbonyl]amino]propanoate O=C1NCCC[C@H]1C[C@@H](C(=O)OC)NC(=O)[C@H]1NC[C@@H](C1)C1=CC=CC=C1